2-((2-((4-BROMOPHENYL)AMINO)-2-OXOETHYL)THIO)-1H-IMIDAZOLE-4-CARBOXYLIC ACID BrC1=CC=C(C=C1)NC(CSC=1NC=C(N1)C(=O)O)=O